ClC1=C(C(=O)O)C=CC=C1COCC(F)(F)F 2-chloro-3-(trifluoroethoxymethyl)benzoic acid